O1CC(C1)CC(=O)[O-] 2-(oxetan-3-yl)acetate